C1(CCCCC1)CCCCOC=1C=C2C(N(C(C2=CC1N)=O)CCCC(=O)O)=O 5-(4-cyclohexylbutoxy)-6-amino-N-carboxypropylisoindoline-1,3-dione